[(3R,4S,5R)-3-[(tert-butyldimethylsilyl)oxy]-4-fluoro-5-(2-fluoro-6-{[(4-methoxyphenyl)diphenylmethyl]amino}purin-9-yl)-2-(hydroxymethyl)oxolan-2-yl]methanol [Si](C)(C)(C(C)(C)C)O[C@@H]1C(O[C@H]([C@H]1F)N1C2=NC(=NC(=C2N=C1)NC(C1=CC=CC=C1)(C1=CC=CC=C1)C1=CC=C(C=C1)OC)F)(CO)CO